O=C1NC(CCC1C1=CC(=C(C=C1)N1CCN(CC1)C(=O)OC(C)(C)C)F)=O Tert-butyl 4-(4-(2,6-dioxopiperidin-3-yl)-2-fluorophenyl)piperazine-1-carboxylate